2-(4-Benzylpiperazin-2-yl)acetic acid methyl ester COC(CC1NCCN(C1)CC1=CC=CC=C1)=O